NC1=NC(N(C=C1F)[C@@H]1O[C@]([C@H](C1)O[Si](C)(C)C(C)(C)C)(CCl)CO[Si](C)(C)C(C)(C)C)=O 4-amino-1-[(2R,4S,5R)-4-[(tert-butyldimethylsilyl)oxy]-5-{[(tert-butyldimethylsilyl)oxy]methyl}-5-(chloromethyl)oxolan-2-yl]-5-fluoropyrimidin-2-one